CC1(CC1)NC(O[C@H]1C[C@H](CC1)C1=CC(=NN1)NC1=NC(=NC=C1)C#N)=O (1R,3S)-3-(3-((2-cyanopyrimidin-4-yl)amino)-1H-pyrazol-5-yl)cyclopentyl (1-methylcyclopropyl)carbamate